C(#N)C=1C=C(C=CC1)C1=NN=C(O1)C(=O)N 5-(3-cyanophenyl)-1,3,4-oxadiazole-2-carboxamide